((1-hydroxy-3,3-dimethyl-1,3-dihydrobenzo[c][1,2]oxaborol-6-yl)methyl)-4-azaspiro[2.5]octane-7-carboxamide OB1OC(C2=C1C=C(C=C2)CC2CC21NCCC(C1)C(=O)N)(C)C